S(=O)(=O)(O)O.NC1=C(C=CC(=C1)N)OCC 2,4-diaminophenetol sulphate